2-((2-((4-((1-(adamantan-2-yl)piperidin-4-yl)amino)-2-methoxyphenyl)amino)-5-(trifluoromethyl)pyrimidin-4-yl)amino)-N,3-dimethylbenzamide C12C(C3CC(CC(C1)C3)C2)N2CCC(CC2)NC2=CC(=C(C=C2)NC2=NC=C(C(=N2)NC2=C(C(=O)NC)C=CC=C2C)C(F)(F)F)OC